palladium (methyl)chloride CCl.[Pd]